C(#N)C=1C=NN2C1C(=CC(=C2)OCCN2CCOCC2)C=2C=CC(=NC2)N2CCC(CC2)(C)NC(OC(C)C)=O isopropyl (1-(5-(3-cyano-6-(2-morpholinoethoxy)pyrazolo[1,5-a]pyridin-4-yl)pyridin-2-yl)-4-methylpiperidin-4-yl)carbamate